3-(4-((2-(4-(3-((4-((3-chloro-4-fluorophenyl)amino)-7-methoxyquinazolin-6-yl)oxy)propyl)piperazin-1-yl)-2-oxoethyl)thio)-1-oxoisoindolin-2-yl)piperidine-2,6-dione ClC=1C=C(C=CC1F)NC1=NC=NC2=CC(=C(C=C12)OCCCN1CCN(CC1)C(CSC1=C2CN(C(C2=CC=C1)=O)C1C(NC(CC1)=O)=O)=O)OC